FC=1C(=C(C=CC1)N=S(=O)(C)C)C=C ((3-fluoro-2-vinylphenyl)imino)dimethyl-λ6-sulfanone